Isobutyl 3-(1-((1-(4-(1H-indol-4-yl)-3-isopropylbenzyl)piperidin-4-yl)methyl)-1H-1,2,3-triazol-4-yl)-5-fluoro-1H-indole-2-carboxylate N1C=CC2=C(C=CC=C12)C1=C(C=C(CN2CCC(CC2)CN2N=NC(=C2)C2=C(NC3=CC=C(C=C23)F)C(=O)OCC(C)C)C=C1)C(C)C